P(=O)([O-])([O-])[O-].[K+].C1(=CC=CC=C1)OP(=O)(OC1=CC=CC=C1)N=[N+]=[N-].FC1(CCC(CC1)\C=N\NC(=O)C1=NC(=CN=C1)C1=CC=C(C=C1)OC)F.[K+].[K+] (E)-N'-((4,4-difluorocyclohexyl)methylene)-6-(4-methoxyphenyl)pyrazine-2-carbohydrazide Diphenyl-azidophosphate potassium phosphate